C(C)(=O)NC1=CC=C2CN(C(C2=C1)=O)C=1C=C(C=CC1C(=O)O)C1=CC(=C(C=C1)F)F 3-(6-Acetylamino-1-oxo-1,3-dihydroisoindol-2-yl)-3',4'-difluoro-biphenyl-4-carboxylic acid